1-(5-(hydroxymethyl)-6-methoxypyridin-2-yl)ethanone OCC=1C=CC(=NC1OC)C(C)=O